FC1=CC=C(S1)CC[C@]1(CN(CC1)C(C)(C)C=1C=NC(=CC1)C)CNS(=O)(=O)N(C)C |o1:8| (S or R)-((3-(2-(5-fluorothiophen-2-yl)ethyl)-1-(2-(6-methylpyridin-3-yl)propan-2-yl)pyrrolidin-3-yl)methyl)sulfamoyl-dimethylamine